cis-diethyl 4-methylcyclohexa-3,5-diene-1,2-dicarboxylate CC1=C[C@@H]([C@@H](C=C1)C(=O)OCC)C(=O)OCC